CC1=C(C(=O)P(C2=C(C=CC(=C2)C(C)C)C(C)C)(C(C2=C(C=C(C=C2C)C)C)=O)=O)C(=CC(=C1)C)C bis(2,4,6-trimethylbenzoyl)-2,5-diisopropylphenylphosphine oxide